NC1=C(C2=C(CN(CC2)CCOC)S1)C(=O)OCC ethyl 2-amino-6-(2-methoxyethyl)-4,5,6,7-tetrahydrothieno[2,3-c]pyridine-3-carboxylate